1-[3-(3-chloro-2-piperazin-1-yl-6-quinolyl)phenyl]-N-methyl-methanamine dihydrochloride Cl.Cl.ClC=1C(=NC2=CC=C(C=C2C1)C=1C=C(C=CC1)CNC)N1CCNCC1